methyl-sulfonium hydrochloride Cl.C[SH2+]